(4aS,9bS)-7-(trifluoromethoxy)-1,2,3,4,4a,9b-hexahydrobenzofuro[3,2-b]pyridine-2,2-d2 FC(OC1=CC2=C(C=C1)[C@@H]1NC(CC[C@@H]1O2)([2H])[2H])(F)F